ClC=1C2=CN(N=C2C=CC1SC1=CN=C(N(C1=C=O)C)N1CCC2([C@@H]([C@@H](OC2)C)N[S@](=O)C(C)(C)C)CC1)C (R)-N-((3S,4S)-8-(5-((4-chloro-2-methyl-2H-indazol-5-yl)thio)-1-methyl-6-carbonyl-1,6-dihydropyrimidin-2-yl)-3-methyl-2-oxa-8-azaspiro[4.5]decan-4-yl)-2-methylpropan-2-sulfinamide